2,4-dimethyl-1,6-hexylenediamine CC(CN)CC(CCN)C